tris(trimethylsilane) boron [B].C[SiH](C)C.C[SiH](C)C.C[SiH](C)C